methyl-3-methyl-pyrazole CC=1C(=NNC1)C